(R)-8-phenyl-2-(1,2,3,6-tetrahydropyridin-4-yl)-7,8-dihydro-6H-pyrrolo[2',1':2,3]imidazo[4,5-b]piperidine C1(=CC=CC=C1)C1CCC2=NC3=C(N[C@H](CC3)C=3CCNCC3)N21